N-(3-Chloro-5-(2-(3-ethoxy-5-(trifluoromethoxy)phenyl)propan-2-yl)phenyl)-5-(2-(methylsulfonyl)propan-2-yl)benzo[b]thiophen-2-carboxamid ClC=1C=C(C=C(C1)C(C)(C)C1=CC(=CC(=C1)OC(F)(F)F)OCC)NC(=O)C1=CC2=C(S1)C=CC(=C2)C(C)(C)S(=O)(=O)C